1-(dec-1-en-7-yn-1-yl)-4-methoxybenzene C(=CCCCCC#CCC)C1=CC=C(C=C1)OC